1-ethoxypropan-2-ol C(C)OCC(C)O